NCCCNC(=O)C1CCC1 N-(3-aminopropyl)cyclobutanecarboxamide